imino(4-(8-methoxyquinazolin-4-yl)phenethyl)(methyl)-λ6-sulfanone N=S(=O)(C)CCC1=CC=C(C=C1)C1=NC=NC2=C(C=CC=C12)OC